amino-2-cyclohexylacetic acid NC(C(=O)O)C1CCCCC1